(2S)-4,4-diallyl-pyrrolidine-1,2-dicarboxylic acid di-tert-butyl ester C(C)(C)(C)OC(=O)N1[C@@H](CC(C1)(CC=C)CC=C)C(=O)OC(C)(C)C